CC(C)(C)[S@@](=O)N[C@H](C)C1=CC=2C(C=N1)=NN(C2)CCC (R)-2-methyl-N-((R)-1-(2-propyl-2H-pyrazolo[3,4-c]pyridin-5-yl)ethyl)propane-2-sulfinamide